6'-bromo-1'-(methylsulfonyl)spiro[cyclobutane-1,3'-indoline] BrC1=CC=C2C3(CN(C2=C1)S(=O)(=O)C)CCC3